3-benzo[b]thiophen-3-yl-L-alanine S1C2=C(C(=C1)C[C@H](N)C(=O)O)C=CC=C2